1-(difluoromethyl)-6-(2-hydroxy-2-methylpropoxy)-N-[(4s)-6-({3-carbamoyl-6-fluoropyrazolo[1,5-a]pyridin-2-yl}oxy)spiro[3.3]heptan-2-yl]-1H-indazole-3-carboxamide FC(N1N=C(C2=CC=C(C=C12)OCC(C)(C)O)C(=O)NC1CC2(C1)CC(C2)OC2=NN1C(C=CC(=C1)F)=C2C(N)=O)F